N1N=CC=C1C1=CC2=NC(=CC(=C2S1)NC1COCC1)N 2-(1H-pyrazol-5-yl)-N7-(tetrahydrofuran-3-yl)thieno[3,2-b]pyridine-5,7-diamine